OC=1C(=NC=CC1)C=1SC[C@H](N1)C(=O)N(C)OC (R)-2-(3-hydroxypyridin-2-yl)-N-methoxy-N-methyl-4,5-dihydrothiazole-4-carboxamide